C(C1=CC=CC=C1)OC(C[C@@H](C(=O)O)NC(=O)OC(C)(C)C)=O (S)-4-(benzyloxy)-2-((tert-butoxycarbonyl)amino)-4-oxobutanoic acid